C(C)OC(C(C(CN1N=C(N=N1)C1=CC=C(C=C1)OC1=NC=C(C=C1F)Cl)NC(=O)OC(C)(C)C)(F)F)=O 3-((tert-butoxycarbonyl)amino)-4-(5-(4-((5-chloro-3-fluoropyridin-2-yl)oxy)phenyl)-2H-tetrazol-2-yl)-2,2-difluorobutanoic acid ethyl ester